N-Butyl-1-3,4-methylenedioxyamphetamine C(CCC)NC(C)CC1=CC2=C(C=C1)OCO2